O=C1NC2=CC=C(C=C2C12CNC(C2)C(=O)N)[2H] 2-oxospiro[indole-3,3'-pyrrolidine]-5-d-5'-carboxamide